4-ethoxy-N-(7-fluoro-2-methyl-2H-indazol-5-yl)-2-(4-methylpiperazin-1-yl)pyrimidine-5-carboxamide formate salt C(=O)O.C(C)OC1=NC(=NC=C1C(=O)NC1=CC2=CN(N=C2C(=C1)F)C)N1CCN(CC1)C